1-ethylpiperidin-4-amine C(C)N1CCC(CC1)N